2-(4-Fluoro-2-methylphenoxy)-N-(2-methoxypyridin-4-yl)-4-(trifluoromethyl)-5-(1-(trifluoromethyl)cyclopropyl)benzamide methyl-O-Methyl-D-serinate hydrochloride Cl.COC([C@H](N)COC)=O.FC1=CC(=C(OC2=C(C(=O)NC3=CC(=NC=C3)OC)C=C(C(=C2)C(F)(F)F)C2(CC2)C(F)(F)F)C=C1)C